S1C(=CC=C1)C=1SC(=CC1)C=1SC=CC1 2,5-di(thiophen-2-yl)thiophene